C(NC1=CC(=CC(=C1)C)C)NC1=CC(=CC(=C1)C)C methylenebis(3,5-dimethylaniline)